(2-chloro-6-fluorophenyl)methanesulfonamide ClC1=C(C(=CC=C1)F)CS(=O)(=O)N